C(C)(=O)OC1=C(C=C(C=C1)Cl)SC1=C(C=CC(=C1)Cl)OC(C)=O thiobis(4-chloro-2,1-phenylene) diacetate